CC1=CC2=C(N=C(N=C2NCCCC2=CC=C(C=C2)OC(F)(F)F)SC)S1 6-methyl-2-(methylthio)-N-(3-(4-(trifluoromethoxy)phenyl)propyl)thieno[2,3-d]pyrimidin-4-amine